CN1N=CC(=C1)C=1C=C2C=C(N=CC2=CC1)NC(=O)NC1CCN(CC1)C 1-(6-(1-methyl-1H-pyrazol-4-yl)isoquinolin-3-yl)-3-(1-methylpiperidin-4-yl)urea